C(C)(C)C1CC(CC(C1)CCC=O)=C 3-(5-isopropyl-3-methylene-cyclohex-1-yl)propanal